ClC1=C(C=C(C=C1)NC(CC)=O)N1C=NN=C1 N-[4-chloro-3-(4H-1,2,4-triazol-4-yl)phenyl]propanamide